Methyl 4-(2-bromo-1-chloroethyl)benzoate BrCC(Cl)C1=CC=C(C(=O)OC)C=C1